C(N)(OC1(CCC(CC1)N1CC2=CC=C(C=C2C1)N1C(N=C(C=C1)N)=O)C(C)(C)C)=O ((trans)-tert-butyl 4-(5-(4-amino-2-oxopyrimidin-1(2H)-yl) isoindolin-2-yl) cyclohexyl) carbamate